4-((6-(2,2-difluoro-7-((5-methoxy-7-methyl-1H-indol-4-yl)methyl)-7-azaspiro[3.5]nonan-6-yl)pyridin-3-yl)sulfonyl)morpholine FC1(CC2(C1)CC(N(CC2)CC2=C1C=CNC1=C(C=C2OC)C)C2=CC=C(C=N2)S(=O)(=O)N2CCOCC2)F